1-(4-(4-(2-((1-methyl-1H-pyrazol-4-yl)amino)pyrimidin-4-yl)benzyl)piperazin-1-yl)ethan-1-one CN1N=CC(=C1)NC1=NC=CC(=N1)C1=CC=C(CN2CCN(CC2)C(C)=O)C=C1